(2-(dimethylamino)ethyl)-2-(4-(methylsulfanyl)phenyl)-5-phenylAzole-4-carboxamide CN(CCC1=C(NC(=C1C(=O)N)C1=CC=CC=C1)C1=CC=C(C=C1)SC)C